N-(2-{9-amino-2-oxa-7-azaspiro[4.4]nonan-7-yl}-3-fluoro-5,6,7,8-tetrahydroquinolin-6-yl)-5-chloro-7-ethyl-7H-pyrrolo[2,3-c]pyridazine-3-carboxamide NC1CN(CC12CCOC2)C2=NC=1CCC(CC1C=C2F)NC(=O)C2=CC1=C(N=N2)N(C=C1Cl)CC